OCC=1C=C(C=NC1C)NC(O[C@@H](COC1=CC2=C(N=C(S2)C2=C3N=CC(=NC3=CC(=C2)C)OC)C=C1F)C)=O (R)-1-((5-fluoro-2-(2-methoxy-7-methylquinoxalin-5-yl)benzo[d]thiazol-6-yl)oxy)propan-2-yl (5-(hydroxymethyl)-6-methylpyridin-3-yl)carbamate